1-benzylmaleimide O=C1C=CC(=O)N1CC1C=CC=CC=1